((6-bromopyridin-3-yl)oxy)-N-phenethyl-propan-1-amine BrC1=CC=C(C=N1)OC(CC)NCCC1=CC=CC=C1